NC1=NC2=CC(=CC=C2C=C1C#N)CN(C(C)=O)C1=C(C=CC=C1)S(=O)(=O)C N-[(2-amino-3-cyano-quinolin-7-yl)methyl]-N-(2-methanesulfonylphenyl)acetamide